BrC1=CC=2N(C=C1)C=C(N2)C[C@@H](C(=O)O)NC(=O)OC(C)(C)C (S)-3-(7-bromoimidazo[1,2-a]pyridin-2-yl)-2-((tert-butoxycarbonyl)amino)propanoic acid